C(C)(C)OC(=O)N1[C@@H](C[C@@H](C2=CC(=CC=C12)C(F)(F)F)N(CC1=CC(=CC(=C1)C(F)(F)F)C(F)(F)F)C(C)=O)CC [2R,4S]-4-[acetyl-(3,5-bis-trifluoromethyl-benzyl)-amino]-2-ethyl-6-trifluoromethyl-3,4-dihydro-2H-quinoline-1-carboxylic acid isopropyl ester